nonyl 11-(7-((4,4-bis(((Z)-oct-5-en-1-yl)oxy)butanoyl)oxy)heptyl)-2,2-dimethyl-6-oxo-5-oxa-7,11-diaza-2-silanonadecan-19-oate C(CCC\C=C/CC)OC(CCC(=O)OCCCCCCCN(CCCNC(OCC[Si](C)(C)C)=O)CCCCCCCC(=O)OCCCCCCCCC)OCCCC\C=C/CC